C1(CCCCC1)N1C(CNCC1)C 4-cyclohexyl-3-methylpiperazin